((2R,3S)-1-(3-chloro-5-(4-hydroxybut-2-yl)isoquinolin-8-yl)-2-methylazetidin-3-yl)methanesulfonamide ClC=1N=CC2=C(C=CC(=C2C1)C(C)CCO)N1[C@@H]([C@H](C1)CS(=O)(=O)N)C